C12(CC3CC(CC(C1)C3)C2)CC(=O)NC2=CC(=C(C=N2)NC(CC2=CC=CC=C2)=O)N N-[6-[[2-(1-adamantyl)acetyl]amino]-4-amino-3-pyridinyl]-2-phenyl-acetamide